8-azabicyclo[3.2.1]octane-3-carboxylic acid methyl ester hydrochloride Cl.COC(=O)C1CC2CCC(C1)N2